C(C)C(COC(CC1C=CCC1)=O)CC 2-cyclopentene-1-acetic acid 2-ethylbutyl ester